N1N=CC2=CC=C(C=C12)/C=C/C(=O)NC1CC(C2=CC=CC=C12)C (E)-3-(1H-Indazol-6-yl)-N-(3-methyl-2,3-dihydro-1H-inden-1-yl)acrylamid